C(C)(C)(C)OC(=O)N1CCC(CC1)CN1C=C(C(C2=CC(=C(N=C12)N1CC2=NC=CC=C2C1)Cl)=O)C(=O)O 1-((1-(tert-butoxy-carbonyl)piperidin-4-yl)methyl)-6-chloro-7-(5,7-di-hydro-6H-pyrrolo-[3,4-b]pyridin-6-yl)-4-oxo-1,4-di-hydro-1,8-naphthyridine-3-carboxylic acid